C(C#CCCCCCCCCCCCCCC)(=O)O heptadecynic acid